5-(2-Imino-3-methyl-1-(pyrimidin-5-yl)-2,3-dihydro-1H-imidazo[4,5-c]quinolin-8-yl)pyridin-2-amine N=C1N(C2=C(C=NC=3C=CC(=CC23)C=2C=CC(=NC2)N)N1C)C=1C=NC=NC1